ClC1=CC=CC(=N1)C=1N=C(NC(N1)=N[C@@H](C(F)(F)F)C)N[C@@H](C(F)(F)F)C 4-(6-chloropyridin-2-yl)-N-((R)-1,1,1-trifluoropropan-2-yl)-6-(((R)-1,1,1-trifluoropropan-2-yl)imino)-1,6-dihydro-1,3,5-triazin-2-amine